O=C1NC(CC[C@@H]1N1CCC2=C(C=CC=C12)N1CC(C1)CN(C(OC(C)(C)C)=O)C)=O tert-butyl N-[[1-[1-[(3S)-2,6-dioxo-3-piperidyl]indolin-4-yl]azetidin-3-yl]methyl]-N-methyl-carbamate